C(=C)OC Vinylmethylether